The molecule is a dihydroxyflavanone compound having the two hydroxy substituents at the 4'- and 7-positions. Isolated from the root of Glycyrrhizae uralensis, it is a selective agonist for oestrogen receptor beta. It has a role as a hormone agonist and a plant metabolite. C1[C@H](OC2=C(C1=O)C=CC(=C2)O)C3=CC=C(C=C3)O